C(C)OC(CCC1=C(C(=CC=C1)C(C)C1=NN(C(=C1)OCC)C1=C(C=CC(=C1)OC=1C(=C2C=CN(C2=CC1F)S(=O)(=O)C1=CC=C(C=C1)C)F)F)F)=O.FC(OC1CNC1)F 3-(difluoromethoxy)azetidine ethyl-3-[3-[1-[1-[5-[4,6-difluoro-1-(p-tolylsulfonyl)indol-5-yl]oxy-2-fluoro-phenyl]-5-ethoxy-pyrazol-3-yl]ethyl]-2-fluoro-phenyl]propanoate